BrC1=C2C=CC(N(C2=C(C=C1)C#N)C)=O 5-Bromo-1-methyl-2-oxo-1,2-dihydroquinoline-8-carbonitrile